O=C1NC(C=C(N1)C(=O)OC)=O methyl 2,6-dioxo-1,2,3,6-tetrahydropyrimidine-4-carboxylate